tri(oct-7-en-1-yl)aluminum C(CCCCCC=C)[Al](CCCCCCC=C)CCCCCCC=C